CN1C(N(C=2C1=NC=C(C2)C=2SC(=CC2)C(F)(F)F)CC=2N=NN(C2)C)=O 3-methyl-1-[(1-methyltriazol-4-yl)methyl]-6-[5-(trifluoromethyl)-2-thienyl]imidazo[4,5-b]pyridin-2-one